ClC(C)(CCC(CCC)(C)Cl)C 2,5-dichloro-2,5-dimethyloctane